(1R,2R)-2-fluoro-N-[1-methyl-3-(4-methyl-6-propanoylpyridin-3-yl)-2-oxo-1,6-naphthyridin-7-yl]cyclopropane-1-carboxamide F[C@H]1[C@H](C1)C(=O)NC1=NC=C2C=C(C(N(C2=C1)C)=O)C=1C=NC(=CC1C)C(CC)=O